FC(OC=1C=C(C=CC1)N1N=C(C=C1C)N1CCNCC1)F 1-[1-[3-(difluoromethoxy)phenyl]-5-methyl-pyrazol-3-yl]piperazine